(tert-butoxycarbonylmethyl)triphenylphosphonium C(C)(C)(C)OC(=O)C[P+](C1=CC=CC=C1)(C1=CC=CC=C1)C1=CC=CC=C1